O=C1NC(CCC1N1C(C2=CC(=C(C=C2C1=O)N1CC2CCC(C1)N2CC2CCN(CC2)C2=CC=C(N=N2)C2=CC=C1C=NC(C1=C2)=O)F)=O)=O 6-(6-(4-((3-(2-(2,6-dioxopiperidin-3-yl)-6-fluoro-1,3-dioxoisoindoline-5-yl)-3,8-diazabicyclo[3.2.1]octane-8-yl)methyl)piperidin-1-yl)pyridazin-3-yl)-1-oxoisoindole